C(CCCCCCCCC(=O)OCC(CCCC)CC)(=O)OCC(CCCC)CC Di-(2-ethyl hexyl) Sebacate